Cl.CN1C2=C(C(=C(C1=O)C)C)CNC2 1,3,4-Trimethyl-1,5,6,7-tetrahydro-2H-pyrrolo[3,4-b]pyridin-2-one Hydrochloride